BrC1=C(C(=CC(=N1)NC(C)=O)C)C(F)(F)F N-[6-bromo-4-methyl-5-(trifluoromethyl)-2-pyridinyl]acetamide